C(C)(C)(C)OC(=O)N[C@@H]1[C@@H](N(CC1)C(=O)OCC1=CC=CC=C1)COC1CCC(CC1)C1=CC=CC=C1 benzyl (2R,3S)-3-((tert-butoxycarbonyl)amino)-2-(((4-phenylcyclohexyl)oxy)methyl)pyrrolidine-1-carboxylate